5-amino-2-(2,8-dimethylquinolin-3-yl)-5-oxopentanoic acid tert-butyl ester C(C)(C)(C)OC(C(CCC(=O)N)C=1C(=NC2=C(C=CC=C2C1)C)C)=O